2-cyano-4,6-difluorobenzoic acid methyl ester COC(C1=C(C=C(C=C1F)F)C#N)=O